N,N-diisopropyl-2-(5-methoxy-1H-indol-3-yl)acetamide C(C)(C)N(C(CC1=CNC2=CC=C(C=C12)OC)=O)C(C)C